FC(COC1=C(C=CC=C1)N\N=C\C=O)(F)F (2E)-(2-[2-(2,2,2-trifluoroethoxy)phenyl]hydrazinylidene)acetaldehyde